C(CCCCCCCCCCCCCCC(C)C)O isostearylalcohol